CN(C=1C=CC2=C([Si](C3=C(C=CC(=C3)N(C)C)C23OC(C2=CC=CC=C32)=O)(C)CCCSCC(=O)O)C1)C 2-((3-((5r,10r)-3,7-Bis(dimethylamino)-5-methyl-3'-oxo-3'H,5H-spiro[dibenzo[b,e]siline-10,1'-isobenzofuran]-5-yl)propyl)thio)acetic acid